IC1=CC=2C(=NC=CC2)N1S(=O)(=O)C1=CC=CC=C1 2-iodo-1-(benzenesulfonyl)-1H-pyrrolo[2,3-b]pyridine